methyl 4-methyl-3-(2-((1-methyl-1H-pyrazol-4-yl)amino)-8,9-dihydroimidazo[1',2':1,6]pyrido[2,3-d]pyrimidin-6-yl)benzoate CC1=C(C=C(C(=O)OC)C=C1)C1=CC2=C(N=C(N=C2)NC=2C=NN(C2)C)N2C1=NCC2